FC=C(C(C(F)(F)F)(F)F)F 1,2,3,3,4,4,4-heptafluoro-1-butene